N(=O)N(C(=O)OCC)CCC N-nitroso-N-n-Propylurethane